(E)-3-Benzylidene-5-methylhexanoic acid C(/C1=CC=CC=C1)=C(\CC(=O)O)/CC(C)C